Benzyl (E)-((Cyclopropylamino)(methylthio)methylene)carbamate C1(CC1)N/C(/SC)=N\C(OCC1=CC=CC=C1)=O